N-(6-(2-hydroxyprop-2-yl)-2H-indazol-5-yl)-6-(trifluoromethyl)picolinamide OC(C)(C)C=1C(=CC2=CNN=C2C1)NC(C1=NC(=CC=C1)C(F)(F)F)=O